O1CC(C2=C1C=CC=C2)S(=O)(=O)C2=CC(=NC(=C2)N2CCOCC2)C=2C=NC(=NC2)N 5-(4-((2,3-dihydrobenzofuran-3-yl)sulfonyl)-6-morpholinopyridin-2-yl)pyrimidin-2-amine